7-(6-ethoxypyridin-3-yl)-2-methyl-2-azabicyclo[2.2.2]oct-5-ene C(C)OC1=CC=C(C=N1)C1C2N(CC(C=C2)C1)C